COC1=C(C=CC(=C1)S(=O)(=O)C)NCC#CC=1N(C2=CC=CC(=C2C1)NC1CCN(CC1)C(CCCCCCCCCCCCC)=O)CC(F)(F)F 1-(4-((2-(3-((2-methoxy-4-(methylsulfonyl)phenyl)amino)prop-1-yn-1-yl)-1-(2,2,2-trifluoroethyl)-1H-indol-4-yl)amino)piperidin-1-yl)tetradecan-1-one